C(#N)C=1C=C(C=CC1)C(CCC1CC1)(N[S@](=O)C(C)(C)C)C=1C=CC(=C(C1)NC(=O)[C@@H]1N(C[C@@H](C1)O)C(=O)NC1=CC=C(C=C1)[N+](=O)[O-])F (2R,4R)-N2-(5-((+)-1-(3-cyanophenyl)-3-cyclopropyl-1-((R)-1,1-dimethylethylsulphinamido)propyl)-2-fluorophenyl)-4-hydroxy-N1-(4-nitrophenyl)pyrrolidine-1,2-dicarboxamide